5-methyl-1,3-dioxan-2-one CC1COC(OC1)=O